9-(tert-butyl) 3-ethyl 4-(methoxymethyl)-6-(thiazol-4-ylmethoxy)-9H-pyrido[3,4-b]indole-3,9-dicarboxylate COCC1=C(N=CC=2N(C3=CC=C(C=C3C21)OCC=2N=CSC2)C(=O)OC(C)(C)C)C(=O)OCC